(R)-N-(4-fluorophenyl)-2-hydroxy-3-methylbutanamide FC1=CC=C(C=C1)NC([C@@H](C(C)C)O)=O